[Sb].[Ag] Silver-antimony